(2R)-2-(tert-Butoxycarbonylamino)-3-(3-methoxyphenyl)propanoic acid C(C)(C)(C)OC(=O)N[C@@H](C(=O)O)CC1=CC(=CC=C1)OC